3-(p-tolyl)-1-(2-(p-tolylethynyl)phenyl)prop-2-yn-1-one C1(=CC=C(C=C1)C#CC(=O)C1=C(C=CC=C1)C#CC1=CC=C(C=C1)C)C